CNC=O N-Methylformamid